1,7-diamino-4-aminomethoxyheptane NCCCC(CCCN)OCN